NC1=C(C(=NN1C1CCOCC1)C1=CC=C(C=C1)CNC(C1=C(C=CC=C1)OC)=O)C(=O)N 5-amino-3-[4-[[(2-methoxybenzoyl)amino]methyl]phenyl]-1-tetrahydropyran-4-yl-pyrazole-4-carboxamide